(R)-1-(2-(tert-butoxycarbonyl)-5-oxa-2-azaspiro[3.4]octan-7-yl)-3-formyl-2-oxo-1,2-dihydropyridine-4-carboxylic acid C(C)(C)(C)OC(=O)N1CC2(C1)OC[C@@H](C2)N2C(C(=C(C=C2)C(=O)O)C=O)=O